ClC1=CC(=C(C=C1)N1CCC(CC1)(C(=O)NC1CN(C1)C)C=1C=NC(=CC1)C1=C(C=CC=C1)OC)C#N 1-(4-chloro-2-cyanophenyl)-4-[6-(2-methoxyphenyl)pyridin-3-yl]-N-(1-methylazetidin-3-yl)piperidine-4-carboxamide